OCCCC/C(=C(/C(=O)O)\CCCCO)/C(=O)O di(4-hydroxybutyl)maleic acid